(S)-5-(2-((5,6-diethyl-2,3-dihydro-1H-inden-2-yl)amino)-1-hydroxyethyl)-8-((4-methylpyrimidin-2-yl)oxy)quinolin-2(1H)-one C(C)C=1C=C2CC(CC2=CC1CC)NC[C@@H](O)C1=C2C=CC(NC2=C(C=C1)OC1=NC=CC(=N1)C)=O